CN1N=CC(=C1)C=1C=C(C=CC1)C=1N=C(SC1)NC(CNC(OC(C)(C)C)=O)=O tert-butyl (2-((4-(3-(1-methyl-1H-pyrazol-4-yl)phenyl)thiazol-2-yl)amino)-2-oxoethyl)carbamate